NC1=NC=2C=CC=C(C2C2=C1N=C(N2CC(C)(O)C)COCC)OC 1-[4-Amino-2-(ethoxymethyl)-9-methoxy-imidazo[4,5-c]quinolin-1-yl]-2-methyl-propan-2-ol